5-bromo-2-methoxy-4,6-dimethylpyrimidine BrC=1C(=NC(=NC1C)OC)C